FC1=CC=C(C=C1)C1(CN(C1)C(=O)N)CNC1=CC(=NC2=CC=NC=C12)C(F)(F)F 3-(4-Fluorophenyl)-3-(((2-(trifluoromethyl)-1,6-naphthyridin-4-yl)amino)methyl)azetidine-1-carboxamide